BrC=1C=C2C(=NC=NN2C1)C1=CC(=C(C=C1)CNC(=O)C1=NC(=NS1)C(C)(C)C)C N-[[4-(6-bromopyrrolo[2,1-f][1,2,4]triazin-4-yl)-2-methyl-phenyl]methyl]-3-tert-butyl-1,2,4-thiadiazole-5-carboxamide